ClC=1C=C(C=CC1F)NC1=NC=NC2=CC(=C(C=C12)NC(C=CCN(C)C1CC1)=O)OC1CCCC1 4-[(3-chloro-4-fluorophenyl)amino]-6-{[4-(N-cyclopropyl-N-methyl-amino)-1-oxo-2-buten-1-yl]amino}-7-cyclopentyloxy-quinazoline